C(=O)C1=CC=C(S1)B(O)O (5-formyl-2-thienyl)boronic acid